N1(N=CN=C1)C1CC2N(C(C1)C2)C(=O)OC(C)(C)C tert-butyl 3-exo-(1,2,4-triazol-1-yl)-6-azabicyclo[3.1.1]heptane-6-carboxylate